11-[[[(3S)-1-(6-amino-3-pyridinyl)-3-piperidinyl]-[(2-methoxy-4-pyridinyl)methyl]amino]methyl]-6,7-difluoro-2-isopropyl-4-oxa-1-azatricyclo[7.3.1.05,13]tridecane NC1=CC=C(C=N1)N1C[C@H](CCC1)N(CC1=CC(=NC=C1)OC)CC1CC2CC(C(C3OCC(N(C1)C32)C(C)C)F)F